2-Amino-N-[1-(8-chloro-5-pyridin-3-ylimidazo[1,5-a]pyridin-6-yl)ethyl]pyrazolo[1,5-a]pyrimidine-3-carboxamide NC1=NN2C(N=CC=C2)=C1C(=O)NC(C)C=1C=C(C=2N(C1C=1C=NC=CC1)C=NC2)Cl